ClC=1C(=C2C(=NC1C)CN(C2)C(=O)[C@H]2CN(CC2)C2=NC(=NC=C2)C2CC2)C (3-Chloro-2,4-dimethyl-5,7-dihydropyrrolo[3,4-b]pyridin-6-yl)-[(3R)-1-(2-cyclopropylpyrimidin-4-yl)pyrrolidin-3-yl]methanon